((CIS)-2-((((CIS)-4-(3-fluorophenyl)cyclohexyl)oxy)methyl)-3-(4-methyl-1H-pyrazol-3-yl)piperidin-1-yl)methanone FC=1C=C(C=CC1)[C@H]1CC[C@H](CC1)OC[C@@H]1N(CCC[C@@H]1C1=NNC=C1C)C=O